(Z)-N-(2-(2-([1,1'-biphenyl]-4-yl)-1-fluorovinyl)phenyl)-3-(difluoromethyl)-1-methyl-1H-pyrazole-4-carboxamide C1(=CC=C(C=C1)\C=C(/F)\C1=C(C=CC=C1)NC(=O)C=1C(=NN(C1)C)C(F)F)C1=CC=CC=C1